7-(1-(1-ethoxyethyl)-1H-pyrazol-4-yl)-8-isopropoxy-N-(1-(methylsulfonyl)piperidin-4-yl)-[1,2,4]triazolo[1,5-c]pyrimidin-2-amine C(C)OC(C)N1N=CC(=C1)C1=C(C=2N(C=N1)N=C(N2)NC2CCN(CC2)S(=O)(=O)C)OC(C)C